FC1=C(C=CC(=C1)C1=NN(C=N1)C1=CC=C(C=C1)S(=O)(=O)C(F)(F)F)NC(N)=O 3-(2-fluoro-4-(1-(4-((trifluoromethyl)sulfonyl)phenyl)-1H-1,2,4-triazol-3-yl)phenyl)urea